(6aS)-9-[4,5-Dimethoxy-2-[[(1S)-1,2,3,4-tetrahydro-6,7-dimethoxy-2-methyl-1-isoquinolinyl]methyl]phenoxy]-5,6,6a,7-tetrahydro-1,2,10-trimethoxy-6-methyl-4H-dibenzo[de,g]quinoline COC1=CC(=C(OC2=CC3=C(C4=C5C(CCN([C@H]5C3)C)=CC(=C4OC)OC)C=C2OC)C=C1OC)C[C@@H]1N(CCC2=CC(=C(C=C12)OC)OC)C